1-fluoro-N-((6S,7S)-5-((S)-2-fluoro-3-methoxy-propanoyl)-6-((2-fluoro-[1,1'-biphenyl]-3-yl)methyl)-5-azaspiro[2.4]heptan-7-yl)methanesulfonamide FCS(=O)(=O)N[C@@H]1[C@@H](N(CC12CC2)C([C@H](COC)F)=O)CC=2C(=C(C=CC2)C2=CC=CC=C2)F